(S)-1-(5-((4-((4,4-difluorocyclohexyl)methyl)-3-methylpiperazin-1-yl)methyl)pyrazolo[1,5-a]pyridin-3-yl)pyrimidine-2,4(1H,3H)-dione FC1(CCC(CC1)CN1[C@H](CN(CC1)CC1=CC=2N(C=C1)N=CC2N2C(NC(C=C2)=O)=O)C)F